6,7-difluoro-2H-chromene-3-carbonitrile FC=1C=C2C=C(COC2=CC1F)C#N